ClC=1C=C(C(O)=CC1Cl)O 4,5-dichloro-catechol